Ethyl-1,4-diazepane C(C)N1CCNCCC1